C(#N)C=1C=CC(=C2C=CC=NC12)OC1CCC(CC1)NC(C1=CC=C(C=C1)N1[C@@H](C[C@@H](CC1)C=O)C)=O N-((1r,4R)-4-((8-cyanoquinolin-5-yl)oxy)cyclohexyl)-4-((2R,4R)-4-formyl-2-methylpiperidin-1-yl)benzamide